chloro-2-phenyl-1,3-propanediol ClC(C(CO)C1=CC=CC=C1)O